C(C=C)(=O)OCCCCCCOP(=O)([O-])[O-] acryloxyhexylphosphate